C(CCCC)[C@@H]1C[C@@H]2CC[C@H](C[C@H]2CC1)C1CCC(CC1)C(C)=O 1-((1R,4r)-4-((2R,4aS,6S,8aR)-6-amyl-decalin-2-yl)cyclohexyl)ethane-1-one